C(C)N1N=CC(=C1)C1=CC=CC(=N1)C(=O)NC1=NC(=NC(=C1)N1C[C@@H](C([C@@H](C1)C)(C)O)C)C 6-(1-ethyl-1H-pyrazol-4-yl)-N-(6-((3S,4s,5R)-4-hydroxy-3,4,5-trimethylpiperidin-1-yl)-2-methylpyrimidin-4-yl)picolinamide